1,1-difluoro-2-(1,1,2,2-tetrafluoroethoxy)ethene FC(=COC(C(F)F)(F)F)F